C(C)(C)(C)C1N(CCO[C@@H]1[C@H](C)O)C(=O)OCCC1CCC2(OCCO2)CC1 2-(1,4-dioxaspiro[4.5]decan-8-yl)ethan-1-ol tert-butyl-(2S)-2-[(1S)-1-hydroxyethyl]morpholine-4-carboxylate